N-(6-amino-5-ethyl-3-pyridyl)-2-oxo-2-[(2R,5S)-5-methyl-2-[3-(2-pyrrolidin-1-ylethoxy)phenyl]-1-piperidyl]acetamide NC1=C(C=C(C=N1)NC(C(N1[C@H](CC[C@@H](C1)C)C1=CC(=CC=C1)OCCN1CCCC1)=O)=O)CC